1-methyl-4-((3-((2R,5S)-5-methylpiperidin-2-yl)Phenoxy)methyl)piperidine CN1CCC(CC1)COC1=CC(=CC=C1)[C@@H]1NC[C@H](CC1)C